N-(4-(4-methylpiperazin-1-yl)pyridin-2-yl)-6-(pyridin-4-yl)benzo[d]-thiazol-2-amine CN1CCN(CC1)C1=CC(=NC=C1)NC=1SC2=C(N1)C=CC(=C2)C2=CC=NC=C2